C1(CCC1)C(O)C=1C=NC(=NC1)N1[C@H](C2=C(CC1)NC=N2)C2=NN1C(C(=CC=C1)F)=C2 cyclobutyl(2-((R)-4-(4-fluoropyrazolo[1,5-a]pyridin-2-yl)-1,4,6,7-tetrahydro-5H-imidazo[4,5-c]pyridin-5-yl)pyrimidin-5-yl)methanol